N[C@H](C)C=1C=C(C=C(C1)C(F)(F)F)NC(OC(C)(C)C)=O tert-Butyl (R)-(3-(1-aminoethyl)-5-(trifluoromethyl)phenyl)carbamate